OC(C)(C)C=1C(=CC2=C(N=C(S2)N2CCC(CC2)CO)C1)NC(=O)C=1N=C(OC1)C N-[5-(1-hydroxy-1-methyl-ethyl)-2-[4-(hydroxymethyl)-1-piperidyl]-1,3-benzothiazol-6-yl]-2-methyl-oxazole-4-carboxamide